OC=1C=C(C(=O)[C@@H]2C3(N(C[C@@H]2C2=C(C=CC=C2)OC)C)C(NC2=CC=C(C=C23)C)=O)C=CC1O (3'S,4'S)-3'-(3,4-dihydroxybenzoyl)-4'-(2-methoxyphenyl)-1',5-dimethylspiro[indoline-3,2'-pyrrolidin]-2-one